5-[(3R,5S)-4-(tert-butoxycarbonyl)-3,5-dimethylpiperazin-1-yl]-3-methoxycinnoline-8-carboxylic acid C(C)(C)(C)OC(=O)N1[C@@H](CN(C[C@@H]1C)C1=C2C=C(N=NC2=C(C=C1)C(=O)O)OC)C